(2R,3R,4S,5R)-2-(4-amino-7H-pyrrolo[2,3-d]pyrimidin-7-yl)-5-(2-(1,2,3,4-tetrahydrobenzo[b][1,8]naphthyridin-8-yl)ethyl)tetrahydrofuran-3,4-diol NC=1C2=C(N=CN1)N(C=C2)[C@@H]2O[C@@H]([C@H]([C@H]2O)O)CCC=2C=CC=1C(=NC=3NCCCC3C1)C2